3-[3-(benzothiazol-2-ylsulfanylmethyl)-4-hydroxy-5-methoxyphenyl]-2-cyano-2-propenamide S1C(=NC2=C1C=CC=C2)SCC=2C=C(C=C(C2O)OC)C=C(C(=O)N)C#N